ethyldodeca-6-enoic acid C(C)C(C(=O)O)CCCC=CCCCCC